N-[4-[(6,7-dimethoxy-1,5-naphthyridin-4-yl)oxy]phenyl]-5-(4-fluorophenyl)-4-oxo-1-propan-2-ylpyridine-3-carboxamide COC=1N=C2C(=CC=NC2=CC1OC)OC1=CC=C(C=C1)NC(=O)C1=CN(C=C(C1=O)C1=CC=C(C=C1)F)C(C)C